BrCCONC(=O)C=1C=NN2C1N=C(C=C2)N2[C@H](CCC2)C=2C(=NC=C(C2)F)OC (R)-N-(2-bromoethoxy)-5-(2-(5-fluoro-2-methoxypyridin-3-yl)pyrrolidin-1-yl)pyrazolo[1,5-a]pyrimidine-3-carboxamide